2,2',4,4'-tetrachlorobiphenyl ClC1=C(C=CC(=C1)Cl)C1=C(C=C(C=C1)Cl)Cl